glycerol triisocyanate [N-]=C=O.[N-]=C=O.[N-]=C=O.OCC(O)CO